5-bromo-1,3-dichloro-2-methyl-benzene BrC=1C=C(C(=C(C1)Cl)C)Cl